anti-N-acetylglucosamine C(C)(=O)N[C@H]1C(O)O[C@@H]([C@H]([C@@H]1O)O)CO